BrC1=C2CN(C(C2=CC=C1CN(C)C1CCN(CC1)C1=CC=C(C=C1)NC1=NC=C2N=C(N(C2=N1)C1CCCC1)NC1=CC=CC=C1)=O)C1C(NC(CC1)=O)=O 3-(4-bromo-5-(((1-(4-((9-cyclopentyl-8-(phenylamino)-9H-purin-2-yl)amino)phenyl)piperidin-4-yl)(methyl)amino)methyl)-1-oxoisoindolin-2-yl)piperidine-2,6-dione